FC1(C(C(C(C(C1(F)C#N)=O)(F)C#N)(F)C#N)=O)C#N 2,3,5,6-tetrafluoro-tetracyano-1,4-benzoquinone